3-(4-((3-benzyl-9-methyl-4H,6H-thieno[2,3-e][1,2,4]triazolo[3,4-c][1,4]oxazepin-2-yl)ethynyl)-1H-pyrazol-1-yl)propyl 3-(2-(2,6-dioxopiperidin-3-yl)-oxoisoindolin-4-yl)propanoate O=C1NC(CCC1N1C(C2=CC=CC(=C2C1)CCC(=O)OCCCN1N=CC(=C1)C#CC1=C(C2=C(N3C(COC2)=NN=C3C)S1)CC1=CC=CC=C1)=O)=O